(S)-1-(2-(6,7-dichloro-8-methoxy-1-methyl-1,3-dihydro-2H-pyrrolo[3,4-c]quinolin-2-yl)-2-oxoethoxy) cyclopropane-1-carboxylate C1(CC1)C(=O)OOCC(=O)N1CC=2C=NC=3C(=C(C(=CC3C2[C@@H]1C)OC)Cl)Cl